ClC1=CC(=NC2=NC(=CC=C12)C1=C(C=C(C=C1C)C)OC)C1=CCCN(C1)C 4-chloro-7-(2-methoxy-4,6-dimethyl-phenyl)-2-(1-methyl-3,6-dihydro-2H-pyridin-5-yl)-1,8-naphthyridine